C1(CCCC1)NC(NC1=C(C=C(C=C1)C1=NN=C2N1C1=CC(=C(C=C1N=C2)OC)C(=O)N)F)=O 1-(4-(3-cyclopentylureido)-3-fluorophenyl)-7-methoxy-[1,2,4]triazolo[4,3-a]quinoxaline-8-carboxamide